7-(4-fluorophenyl)-8-(1-methyl-1H-benzo[d]imidazol-6-yl)tetrazolo[1,5-c]pyrimidin-5-amine FC1=CC=C(C=C1)C1=C(C=2N(C(=N1)N)N=NN2)C=2C=CC1=C(N(C=N1)C)C2